5-bromo-2,7-naphthyridin-1-amine BrC1=C2C=CN=C(C2=CN=C1)N